FC1=CC=C(C=C1)NC1=C(C(=O)O)C=CC=C1 2-((4-fluoro-phenyl)amino)-benzoic acid